C(C)(C)(C)OC(=O)C1=NC(=CC=C1N[C@H](C)C1=CC(=CC=2C(C=C(OC21)SCC)=O)C)Cl 6-Chloro-3-[[(1R)-1-(2-ethylsulfanyl-6-methyl-4-oxo-benzopyran-8-yl)ethyl]amino]pyridine-2-carboxylic acid tert-butyl ester